C(C1=CC=CC=C1)OC(=O)N1[C@H](CC[C@](C1)(C)C1=NC(=C2N1C=CN=C2NCC2=C(C=C(C=C2)OC)OC)Br)CO (2R,5S)-benzyl-5-(1-bromo-8-((2,4-dimethoxybenzyl)amino)imidazo[1,5-a]pyrazin-3-yl)-2-(hydroxymethyl)-5-methylpiperidine-1-carboxylate